C1(=C(C(=CC(=C1)C)C)S(=O)(=O)N1C=NC=C1)C 1-(2-mesitylenesulfonyl)imidazole